N-(2-fluoro-5-((4-(1-methyl-1H-pyrazole-4-yl)benzyl)amino)phenyl)-3-(furan-2-yl)propanamide FC1=C(C=C(C=C1)NCC1=CC=C(C=C1)C=1C=NN(C1)C)NC(CCC=1OC=CC1)=O